acetamido-4-((11-aminoundecyl)amino)-N-(4-methyl-5-nitrothiazol-2-yl)benzamide C(C)(=O)NC1=C(C(=O)NC=2SC(=C(N2)C)[N+](=O)[O-])C=CC(=C1)NCCCCCCCCCCCN